(S)-(+)-1,2,3,4-tetrahydro-1-naphthol C1C[C@@H](C2=CC=CC=C2C1)O